5-(aminomethyl)-2,3-dihydrobenzo[b]Thiophene 1,1-dioxide hydrochloride Cl.NCC1=CC2=C(S(CC2)(=O)=O)C=C1